1-(4-{3-methylimidazo[1,2-a]pyridin-6-yl}benzenesulfonyl)-N-[4-(trifluoromethoxy)phenyl]piperidin-4-amine CC1=CN=C2N1C=C(C=C2)C2=CC=C(C=C2)S(=O)(=O)N2CCC(CC2)NC2=CC=C(C=C2)OC(F)(F)F